7-(dimethoxymethyl)-5-methyl-3,4-dihydro-1,8-naphthyridine-1(2H)-carboxylic acid phenyl ester C1(=CC=CC=C1)OC(=O)N1CCCC2=C(C=C(N=C12)C(OC)OC)C